3-methylurea hydrochloride Cl.CNC(N)=O